[1,3-bis(2,4,6-trimethylphenyl)-2-imidazolidinylidene](tris(n-butyl)phosphine) ruthenium dichloride [Ru](Cl)Cl.CC1=C(C(=CC(=C1)C)C)N1C(N(CC1)C1=C(C=C(C=C1C)C)C)=CCCCP(CCCC)CCCC